bis[3-(3,4-di-tert-butyl-4-hydroxyphenyl)propionyl]hydrazine 2-(2'-methoxyethoxy)ethyl-methacrylate COCCOCCOC(C(=C)C)=O.C(C)(C)(C)C1C=C(C=CC1(O)C(C)(C)C)CCC(=O)NNC(CCC1=CC(C(C=C1)(C(C)(C)C)O)C(C)(C)C)=O